4-[10-(4-fluorophenyl)-11-tetrahydropyran-4-yl-2,4,5,10-tetrazatricyclo[7.3.0.03,7]dodeca-1,3(7),5,8,11-pentaen-12-yl]benzoic acid FC1=CC=C(C=C1)N1C2=CC=3C=NNC3N=C2C(=C1C1CCOCC1)C1=CC=C(C(=O)O)C=C1